ClC=1C(=C(C=CC1Cl)NC1=NC=NC2=CC(=C(C=C12)[N+](=O)[O-])C#C[C@]12CN(C[C@@H]2C1)C)F N-(3,4-dichloro-2-fluoro-phenyl)-7-[2-[(1S,5R)-3-methyl-3-azabicyclo[3.1.0]hexane-1-yl]ethynyl]-6-nitro-quinazolin-4-amine